3-(2-isopropoxyethyl)urea C(C)(C)OCCNC(N)=O